FCCCN1C[C@H](CC1)OC1=CC=C(C=C1)C1=C(CCCC2=C1C=CC(=C2)O)C=2C=NC=C(C2)C 5-[4-[(3S)-1-(3-fluoropropyl)pyrrolidin-3-yl]oxyphenyl]-6-(5-methyl-3-pyridyl)-8,9-dihydro-7H-benzo[7]annulen-2-ol